NC1=NC(=CC(=N1)N1CCC2(C[C@H](NC2)C(=O)OCC)CC1)O[C@@H](C(F)(F)F)C1=C(C=C(C=C1)C1=CC(=CC(=C1)F)F)N1N=C(C=C1)C (S)-ethyl 8-(2-amino-6-((R)-1-(3',5'-difluoro-3-(3-methyl-1H-pyrazol-1-yl)-[1,1'-biphenyl]-4-yl)-2,2,2-trifluoroethoxy)pyrimidin-4-yl)-2,8-diazaspiro[4.5]decane-3-carboxylate